methyl 4-bromo-3-(difluoromethoxy)-2-fluorobenzoate BrC1=C(C(=C(C(=O)OC)C=C1)F)OC(F)F